N1=C(C=NC(=C1)C(=O)N)C(=O)N Pyrazine-2,5-dicarboxamide